ClC1=C(C=C(OCC(=O)NC23CC(C2)(C3)NC(=O)C3OC2=C(C(C3)O)C=C(C(=C2)C)F)C=C1)F N-{3-[2-(4-chloro-3-fluorophenoxy)acetamido]bicyclo[1.1.1]pentan-1-yl}-6-fluoro-4-hydroxy-7-methyl-3,4-dihydro-2H-1-benzopyran-2-carboxamide